fructose phosphate disodium salt [Na+].[Na+].P(=O)([O-])([O-])O.OCC(=O)[C@@H](O)[C@H](O)[C@H](O)CO